OCCNC1=C(C)C=CC=C1 2-(2-hydroxyethylamino)toluene